NCC[C@](N)(CCCNC(N)=N)C(=O)O 2-(2-aminoethyl)-L-arginine